(6-piperidinopyrid-2-yl)methanol N1(CCCCC1)C1=CC=CC(=N1)CO